N-(7-(4-(2-(2-Aminopyridin-3-yl)-5-phenyl-3H-imidazo[4,5-b]pyridin-3-yl)benzyl)-7-azaspiro[3.5]nonan-2-yl)cyanamide NC1=NC=CC=C1C1=NC=2C(=NC(=CC2)C2=CC=CC=C2)N1C1=CC=C(CN2CCC3(CC(C3)NC#N)CC2)C=C1